1-(2-hydroxy-8-methoxy-8-methylbicyclo[4.2.0]octa-1,3,5-trien-3-yl)ethanone OC1=C2C(CC2=CC=C1C(C)=O)(C)OC